ClC=1C(=C2C(=NC1C)CN(C2)C(=O)[C@H]2CN(CC2)C2=NC=NC(=C2)C2CC2)C (3-chloro-2,4-dimethyl-5,7-dihydropyrrolo[3,4-b]pyridin-6-yl)-[(3R)-1-(6-cyclopropylpyrimidin-4-yl)pyrrolidin-3-yl]methanone